2-(4-(6-((4-cyano-2-fluorobenzyl)oxy)pyridin-2-yl)-2,5-difluorobenzyl)-1-((3S,4R)-4-((difluoromethoxy)methyl)tetrahydrofuran-3-yl)-1H-benzo[d]imidazole-6-carboxylic acid C(#N)C1=CC(=C(COC2=CC=CC(=N2)C2=CC(=C(CC3=NC4=C(N3[C@@H]3COC[C@@H]3COC(F)F)C=C(C=C4)C(=O)O)C=C2F)F)C=C1)F